3-[5-fluoro-1-methyl-6-[1-[[(3S,4S)-3-methyl-4-piperidyl]methyl]-4-piperidyl]indazol-3-yl]piperidine-2,6-dione FC=1C=C2C(=NN(C2=CC1C1CCN(CC1)C[C@@H]1[C@@H](CNCC1)C)C)C1C(NC(CC1)=O)=O